FC1=C(C=C(C=C1)F)C1=NC=NC(=C1N)C1C(CCCC1)C(F)(F)F 4-(2,5-difluorophenyl)-6-(2-(trifluoromethyl)cyclohexyl)pyrimidin-5-amine